di-(isotridecyl)amine C(CCCCCCCCCC(C)C)NCCCCCCCCCCC(C)C